N1=CC(=CC=C1)NS(=O)(=O)C(C)CC N-(pyridin-3-yl)butane-2-sulfonamide